ethyl-(E)-3-ethoxyacrylate C(C)OC(\C=C\OCC)=O